FC1=C(C=CC(=C1)F)[C@](C(F)(F)C1=CC=C(C=N1)OC1=CC=C(C#N)C=C1)(CN1N=CNC1=S)O 4-[[6-[(2R)-2-(2,4-difluorophenyl)-1,1-difluoro-2-hydroxy-3-(5-thioxo-4H-1,2,4-triazol-1-yl)propyl]-3-pyridyl]oxy]benzonitrile